S1(NCCC1)=O 4,5-dihydro-3H-isothiazole-1-oxide